5-(5',6'-dihydrospiro[azetidine-3,4'-pyrrolo[1,2-b]pyrazol]-2'-yl)-3-[(1R)-1-(pyridin-2-yl)ethoxy]pyridin-2-amine-hydrochloride salt Cl.N=1N2C(=CC1C=1C=C(C(=NC1)N)O[C@H](C)C1=NC=CC=C1)C1(CC2)CNC1